Cl.C(=O)(O)CCP(CCC(=O)O)CCC(=O)O tri-(2-carboxyethyl)phosphine hydrochloride